(beta-aminoethyl)-gamma-aminopropyl-diethoxysilane NCC[Si](OCC)(OCC)CCCN